2-(4-(tert-butyl)phenyl)-N-(2-(4-methylpiperazin-1-yl)ethyl)-5-(2-nitrophenyl)Oxazole-4-carboxylic acid amide C(C)(C)(C)C1=CC=C(C=C1)C=1OC(=C(N1)C(=O)NCCN1CCN(CC1)C)C1=C(C=CC=C1)[N+](=O)[O-]